(11R)-6-Chloro-11-isobutyl-2,2-dioxo-7-(trifluoromethyl)-9-oxa-2λ6-thia-3,5,12,19-tetrazatricyclo[12.3.1.14,8]nonadeca-1(18),4,6,8(19),14,16-hexaen-13-one ClC=1N=C2NS(C=3C=CC=C(C(N[C@@H](COC(C1C(F)(F)F)=N2)CC(C)C)=O)C3)(=O)=O